C(#N)C1=C(C=CC(=C1)C(F)(F)F)N1CCC(CC1)(C(=O)N[C@H]1CN(CC1)C)C=1C=NC(=CC1)C1=C(C=CC(=C1)F)OCC 1-[2-cyano-4-(trifluoromethyl)phenyl]-4-[6-(2-ethoxy-5-fluorophenyl)pyridin-3-yl]-N-[(3R)-1-methylpyrrolidin-3-yl]piperidine-4-carboxamide